5-[1-fluoro-3-hydroxy-7-(2,2,2-trifluoroethoxy)naphthalen-2-yl]-1λ6,2,5-thiadiazolidine-1,1,3-trione FC1=C(C(=CC2=CC=C(C=C12)OCC(F)(F)F)O)N1CC(NS1(=O)=O)=O